C(C(CC#C)=O)SCCNC(CCNC([C@@H](C(COP(OP(OC[C@@H]1[C@H]([C@H]([C@@H](O1)N1C=NC=2C(N)=NC=NC12)O)OP(=O)(O)O)(=O)O)(=O)O)(C)C)O)=O)=O 4-pentynonyl-CoA